N-(3-(2-(diethylamino)propyl)-1,2,4-thiadiazol-5-yl)-2-methyl-5-(3-(trifluoromethyl)phenyl)thiophene-3-carboxamide C(C)N(C(CC1=NSC(=N1)NC(=O)C1=C(SC(=C1)C1=CC(=CC=C1)C(F)(F)F)C)C)CC